FCC([C@H](CC(=O)OCC1CCC1)NC(=O)[C@@]1(CC(=NO1)C1=NC=CC2=CC=CC=C12)C(C)C)=O Cyclobutylmethyl (S)-5-fluoro-3-((R)-5-isopropyl-3-(isoquinolin-1-yl)-4,5-dihydroisoxazole-5-carboxamido)-4-oxopentanoate